Copper hydroxy chloride OCl.[Cu]